CS(=O)(=O)OC[C@H]1O[C@H]([C@H]2[C@@H]1OC(O2)(C)C)N2N=CC=1C2=NC(=C(C1N1CC(CC1)(F)F)C#N)Cl [(3aR,4R,6R,6aR)-4-[6-chloro-5-cyano-4-(3,3-difluoropyrrolidin-1-yl)pyrazolo[3,4-b]pyridin-1-yl]-2,2-dimethyl-3a,4,6,6a-tetrahydrofuro[3,4-d][1,3]dioxol-6-yl]methyl methanesulfonate